BrC=1C=C2CCC(C2=CC1Cl)OC1=CC=C2C=NN(C2=C1)C=1C=NN(C1)C 6-((5-Bromo-6-chloro-2,3-dihydro-1H-inden-1-yl)oxy)-1-(1-methyl-1H-pyrazol-4-yl)-1H-indazole